(4-amino-5-formyl-2-(trifluoromethyl)phenyl)carbamic acid tert-butyl ester C(C)(C)(C)OC(NC1=C(C=C(C(=C1)C=O)N)C(F)(F)F)=O